(S)-4-((2-acetamidoethyl)(4-(5,6,7,8-tetrahydro-1,8-naphthyridin-2-yl)butyl)amino)-2-aminobutyric acid tert-butyl ester C(C)(C)(C)OC([C@H](CCN(CCCCC1=NC=2NCCCC2C=C1)CCNC(C)=O)N)=O